C(C)OC([O-])=O Monoethyl-carbonat